ethyl 4-[4-(3-cyclopropylmethoxymethyl-thiophen-2-yl)-2,6-difluoro-phenoxy]-butanoate C1(CC1)COCC1=C(SC=C1)C1=CC(=C(OCCCC(=O)OCC)C(=C1)F)F